6-(thiazol-5-yl)benzo[e][1,2,4]triazine-1,4-dioxide S1C=NC=C1C=1C=CC2=C([N+](=CN=[N+]2[O-])[O-])C1